CC1=NC(=CC(=N1)C(=O)N1CC2=C(C=C(C=C2CC1)C=1C=C2C(=NC1)NC=C2C)[C@H]2N(CCC2)C(=O)OC(C)(C)C)C tert-butyl (S)-2-(2-(2,6-dimethylpyrimidine-4-carbonyl)-6-(3-methyl-1H-pyrrolo[2,3-b]pyridin-5-yl)-1,2,3,4-tetrahydroisoquinolin-8-yl)pyrrolidine-1-carboxylate